4-(dimethylphosphoryl)pyridin-3-amine CP(=O)(C)C1=C(C=NC=C1)N